5-[4-(5-methoxypyridin-2-yl)-1,2,3,6-tetrahydropyridin-1-carbonyl]-6-methyl-N-(1-methylcyclopropyl)furo[2,3-d]pyrimidin-4-amine COC=1C=CC(=NC1)C=1CCN(CC1)C(=O)C1=C(OC=2N=CN=C(C21)NC2(CC2)C)C